8-methoxy-5-oxa-2-azaspiro[3.4]octane-2-carboxylic acid tert-butyl ester C(C)(C)(C)OC(=O)N1CC2(C1)OCCC2OC